alumonine [AlH]1C=CC=CC=CC=C1